ClC1=C(C=CC=C1C(NC1(CC1)C)=O)NC1=C(C=C(C(=O)N=C2NCCN2)C=C1F)C1CC1 4-({2-chloro-3-[(1-methylcyclopropyl)carbamoyl]phenyl}amino)-3-cyclopropyl-5-fluoro-N-[imidazolidin-2-ylidene]benzamide